1-[((5s,7s)-3-{[1-(3-chloro-5-cyanophenyl)-1H-1,2,3-triazol-4-yl]methyl}-2-oxo-1-oxa-3-azaspiro[4.5]decan-7-yl)methyl]-1H-benzimidazole-6-carbonitrile ClC=1C=C(C=C(C1)C#N)N1N=NC(=C1)CN1C(O[C@]2(C1)C[C@H](CCC2)CN2C=NC1=C2C=C(C=C1)C#N)=O